C(C)(C)(C)OC1=CC=C(C=C1)C(C[Se]C1=CC=CC=C1)N1S(C2=C(C1=O)C=CC=C2)(=O)=O 2-(1-(4-(tert-butoxy)phenyl)-2-(phenylselanyl)ethyl)benzo[d]isothiazol-3(2H)-one 1,1-dioxide